O.O.S(=O)(=O)([O-])[O-].[Ca+2] Calcium sulphate, dihydrate